COC=1C=C(C=CC1)C1=NN2C(=NC=3C=CC=C(C3C2=N1)C)NC1C(NCCC1)=O 3-{[2-(3-methoxyphenyl)-10-methyl-[1,2,4]triazolo[1,5-c]quinazolin-5-yl]amino}piperidin-2-one